COC1=CC2=C(N=C(S2)N)C(=C1C)C 6-methoxy-4,5-dimethylbenzo[d]thiazol-2-amine